C1(=CCCC1)OC(COCCOCCO)(OC1=CCCC1)O dicyclopentenyloxytriethylene glycol